C(C)(C)(C)NC(=O)C1=NN(C=N1)CC=1SC(=CC1)C1=NOC(=N1)C(F)(F)F N-tert-butyl-1-[[5-[5-(trifluoromethyl)-1,2,4-oxadiazol-3-yl]-2-thienyl]methyl]-1,2,4-triazole-3-carboxamide